Cl.C(C)(C)(C)OC(=O)N1CCC2(CC2C(=O)OC)CC1 methyl 6-(t-butoxycarbonyl)-6-azaspiro[2.5]octane-1-carboxylate hydrochloride